FC=1C(=CC=2C3=C(NC(C2C1)=O)COCC3N(C(=O)C=3C=C1C(=CC=CN1C3)F)C)F N-(8,9-Difluoro-6-oxo-1,4,5,6-tetrahydro-2H-pyrano[3,4-c]isoquinolin-1-yl)-8-fluoro-N-methylindolizine-2-carboxamide